2,6-diethylpiperazine C(C)C1NC(CNC1)CC